C(C)OC(=O)C1=C(N=C(N1)[C@H]1N(CCCC1)C(=O)OC(C)(C)C)C1=CC=C(C=C1)C(NC1=NC=CC(=C1)C(C)C)=O tert-butyl (S)-2-(5-(ethoxycarbonyl)-4-(4-((4-isopropylpyridin-2-yl)carbamoyl)phenyl)-1H-imidazol-2-yl)piperidine-1-carboxylate